CO[C@H](C)[C@H]1NC2=C(OC1)C(=NC=N2)N2C[C@@H](CC2)N (R)-1-((S)-7-((R)-1-Methoxyethyl)-7,8-dihydro-6H-pyrimido[5,4-b][1,4]oxazin-4-yl)pyrrolidin-3-amine